O=C1N(CCC(N1)=O)C1=CC=C(C=C1)C1CCN(CC1)C(=O)OC(C)(C)C tert-Butyl 4-[4-(2,4-dioxohexahydropyrimidin-1-yl)phenyl]piperidine-1-carboxylate